C[N+](CC(=O)[O-])(C)C 2-(trimethylazaniumyl)acetate